C(C)(C)(C)OC(=O)N[C@H](C(=O)OCC1=CC=CC=C1)CCCN1C(=NC2=C1C=CC=C2)[N+](=O)[O-] benzyl (2S)-2-{[(tert-butoxy)carbonyl]amino}-5-(2-nitro-1H-1,3-benzodiazol-1-yl)pentanoate